N-(5-(5-((1R,2S)-2-fluorocyclopropyl)-1,2,4-oxadiazol-3-yl)-2-methylphenyl)imidazo[1,2-a]pyridine-3-formamide F[C@@H]1[C@H](C1)C1=NC(=NO1)C=1C=CC(=C(C1)NC(=O)C1=CN=C2N1C=CC=C2)C